2-((1s,2s)-1-(2-chloro-5-fluorophenyl)-1-(1,3-dimethyl-1H-pyrazol-5-yl)propan-2-yl)-5-hydroxy-N-(isoxazol-4-yl)-1-methyl-6-oxo-1,6-dihydropyrimidine-4-carboxamide ClC1=C(C=C(C=C1)F)[C@H]([C@H](C)C=1N(C(C(=C(N1)C(=O)NC=1C=NOC1)O)=O)C)C1=CC(=NN1C)C